N-(1-naphthalenyl)-ETHYLENEDIAMINE DIHYDROCHLORIDE Cl.Cl.C1(=CC=CC2=CC=CC=C12)NCCN